1-(4-Methoxybenzyl)-1H-pyrazolo[3,4-b]pyridin-4-ol COC1=CC=C(CN2N=CC3=C2N=CC=C3O)C=C1